C(C(C)C)NC(=O)N 1-isobutyl-urea